3-[5-(1-hydroxy-1-methylethyl)-[1,2,4]oxadiazol-3-yl]benzaldehyde oxime OC(C)(C)C1=NC(=NO1)C=1C=C(C=NO)C=CC1